C(#N)C1=CC(=NC=N1)NC(=O)[C@H]1CC[C@H]2[C@@H]3CC[C@@H]4C[C@@](CC[C@@H]4[C@H]3CC[C@]12C)(O)COCC (3R,5R,8R,9R,10S,13S,14S,17S)-N-(6-cyanopyrimidin-4-yl)-3-(ethoxymethyl)-3-hydroxy-13-methylhexadecahydro-1H-cyclopenta[a]phenanthrene-17-carboxamide